1-(Tert-Butyl) 2-methyl (2S,4R)-4-((7-methoxy-3-methylquinoxalin-2-yl)oxy)pyrrolidine-1,2-dicarboxylate COC1=CC=C2N=C(C(=NC2=C1)O[C@@H]1C[C@H](N(C1)C(=O)OC(C)(C)C)C(=O)OC)C